C1=C(C=CC2=CC=CC=C12)C=1C=C(C=C(C1)C1=CC2=CC=CC=C2C=C1)B1OCCO1 {3,5-bis(naphthalen-2-yl)phenyl}-1,3,2-dioxaborolane